O=C([C@H](O)[C@@H](O)[C@H](O)[C@H](O)CO)O.O=C([C@H](O)[C@@H](O)[C@H](O)[C@H](O)CO)O.CCCCCC hexane digluconate